tert-butyl (2S,5R)-4-(1-(4-chloro-3-fluorophenyl)-3-methylbutyl)-2,5-dimethylpiperazine-1-carboxylate ClC1=C(C=C(C=C1)C(CC(C)C)N1C[C@@H](N(C[C@H]1C)C(=O)OC(C)(C)C)C)F